OCCC(C(COC(C)CO)O)C=C hydroxyethyl-vinyl-dipropylene glycol